CC1=C(OC=2CCC3=CN(N=C3C21)C[C@H]2CN(CCO2)C)C(=O)NC[C@H]2OCCC2 8-Methyl-2-{[(2R)-4-methylmorpholin-2-yl]methyl}-N-[(2S)-tetrahydrofuran-2-ylmethyl]-4,5-dihydro-2H-furo[2,3-g]indazol-7-carboxamid